N1(CCNCC1)C=1C=CC(=C(C#N)C1)OC(F)(F)F 5-(piperazin-1-yl)-2-(trifluoromethoxy)benzonitrile